(3S)-3-(3',3'-difluoro-6-oxo-1'-((3-oxoisoindolin-5-yl)methyl)-6,8-dihydro-2H,7H-spiro[furo[2,3-e]isoindole-3,4'-piperidin]-7-yl)piperidine-2,6-dione FC1(CN(CCC12COC1=C3CN(C(C3=CC=C12)=O)[C@@H]1C(NC(CC1)=O)=O)CC=1C=C2C(NCC2=CC1)=O)F